rac-N-{(3aS,4R,6aR)-2-[(1R,2R)-2-(2',6'-difluoro[1,1'-biphenyl]-2-yl)cyclopropane-1-carbonyl]octahydrocyclopenta[c]pyrrol-4-yl}methanesulfonamide FC1=C(C(=CC=C1)F)C1=C(C=CC=C1)[C@H]1[C@@H](C1)C(=O)N1C[C@H]2[C@@H](C1)[C@@H](CC2)NS(=O)(=O)C |r|